n-octadecyl n-nonanoate C(CCCCCCCC)(=O)OCCCCCCCCCCCCCCCCCC